6-[6-(3-aminophenyl)-7-[4-fluoro-2-(2-methoxyethoxy)phenyl]thieno[3,2-c]pyridin-4-yl]-3,4-dihydro-1H-isoquinoline-2-carboxylic acid tert-butyl ester C(C)(C)(C)OC(=O)N1CC2=CC=C(C=C2CC1)C1=NC(=C(C2=C1C=CS2)C2=C(C=C(C=C2)F)OCCOC)C2=CC(=CC=C2)N